CO[C@@H]1[C@@H]([C@H](O[C@H]1N2C=NC3=C(N=CN=C32)NC4CCCCC4)CO)O N-cyclohexyl-2'-O-methyladenosine